tetra-tert-butylphenol acrylate C(C=C)(=O)OC1=C(C(=C(C(=C1)C(C)(C)C)C(C)(C)C)C(C)(C)C)C(C)(C)C